NCCNCO[Si](OC)(OC)CCC N-beta-aminoethylamino-propyl-trimethoxysilane